C1(=CC=CC=C1)P(CC=O)(C1=CC=CC=C1)C1=CC=CC=C1 2-(triphenyl-lambda5-phosphino)acetaldehyde